10-(2,9,14-trioxo-3,6,10,13-tetraazahexadec-15-en-1-yl)-1,4-dioxa-7,10-diazacyclododecane-7-carboxylic acid tert-butyl ester C(C)(C)(C)OC(=O)N1CCOCCOCCN(CC1)CC(NCCNCCC(NCCNC(C=C)=O)=O)=O